ClC1=CC=C(OC=2C=C(C=CC2)C=2C=C(C(=NC2)C(=O)NCC(C(=O)O)(C)C)O)C=C1 3-(5-(3-(4-chlorophenoxy)phenyl)-3-hydroxypicolinamido)-2,2-dimethylpropanoic acid